F[C@H]1[C@@H](O[C@@H]([C@H]1O)CI)C1=CSC2=C1N=CN=C2C2=C(C(=O)N)C=CC=C2 (7-((2S,3R,4R,5S)-3-fluoro-4-hydroxy-5-(iodomethyl)tetrahydrofuran-2-yl)thieno[3,2-d]pyrimidin-4-yl)benzamide